C1=CC=CC=2C3=CC=CC=C3N(C12)C1=CC=C(C=C1)N(C1=CC=C(C=C1)N1C2=CC=CC=C2C=2C=CC=CC12)C1=CC=C(C=C1)N1C2=CC=CC=C2C=2C=CC=CC12 tris(4-carbazol-9-ylphenyl)amine